cyanuric acid-hexamethylenediamine salt NCCCCCCN.N1C(=O)NC(=O)NC1=O